C(C)(C)N(C(C)C)NP(=O)(CCC#N)Cl (N,N-diisopropylamino)(cyanoethyl)phosphonamidic chloride